[F-].[Mn+2].[F-] Manganese fluoride